N-methyl-3-phenyl-3-[(benzo[d][1,3]dioxol-4-yl)oxy]propanamine hydrochloride Cl.CNCCC(OC1=CC=CC=2OCOC21)C2=CC=CC=C2